6-chloro-4-iodo-1H-indazole ClC1=CC(=C2C=NNC2=C1)I